NC(CN1C[C@@H]([C@H](CC1)CNC(OCC1=CC=CC=C1)=O)O)=O |r| rac-Benzyl (((3R,4R)-1-(2-amino-2-oxoethyl)-3-hydroxypiperidin-4-yl)methyl)carbamate